5-cyano-3-(imidazol-1-yl)isoquinoline-1-carboxylic acid C(#N)C1=C2C=C(N=C(C2=CC=C1)C(=O)O)N1C=NC=C1